4-[[(2-pyridinylmethyl)amino]methyl]benzamide N1=C(C=CC=C1)CNCC1=CC=C(C(=O)N)C=C1